4-(8-(3,6-dihydro-2H-pyran-4-yl)-9-methyl-2-(3-(1-methylpyrrolidin-3-yl)-1H-pyrazol-1-yl)-9H-purin-6-yl)morpholine O1CCC(=CC1)C=1N(C2=NC(=NC(=C2N1)N1CCOCC1)N1N=C(C=C1)C1CN(CC1)C)C